5-(2-bromo-4-nitroanilino)-3,4-dihydro-1H-1,8-naphthyridin-2-one BrC1=C(NC2=C3CCC(NC3=NC=C2)=O)C=CC(=C1)[N+](=O)[O-]